CC1CC(C1)(C1=NN=CN1C)C=1C=C(C=CC1)N1C=NC2=C(C=CC=C2C1=O)C(F)(F)F 3-(3-((1s,3s)-3-methyl-1-(4-methyl-4H-1,2,4-triazol-3-yl)cyclobutyl)phenyl)-8-(trifluoromethyl)quinazolin-4(3H)-one